ethyl 4-hydroxy-3-methylbenzo[b]thiophene-6-carboxylate OC1=CC(=CC=2SC=C(C21)C)C(=O)OCC